4-(3-chloro-4-(9-(5-chloro-2-cyanobenzyl)-6-(1-methylcyclopropoxy)-9H-purin-8-yl)phenoxy)-2-methylbutanoic acid ClC=1C=C(OCCC(C(=O)O)C)C=CC1C=1N(C2=NC=NC(=C2N1)OC1(CC1)C)CC1=C(C=CC(=C1)Cl)C#N